1-[(6-{3-methylimidazo[1,2-a]pyridin-6-yl}pyridin-3-yl)sulfonyl]-N-[4-(pentafluoro-λ6-sulfanyl)phenyl]piperidin-4-amine CC1=CN=C2N1C=C(C=C2)C2=CC=C(C=N2)S(=O)(=O)N2CCC(CC2)NC2=CC=C(C=C2)S(F)(F)(F)(F)F